[Mn].[Mg].[Ca].[Al].[Fe] iron-aluminum-calcium-magnesium-manganese